IC=1N(C2=CC=C(C(=C2C1)NC1CCN(CC1)C(=O)OC(C)(C)C)OC)CC(F)(F)F tert-butyl 4-((2-iodo-5-methoxy-1-(2,2,2-trifluoroethyl)-1H-indol-4-yl)amino)piperidine-1-carboxylate